2-methyl-4-[6-(trifluoromethyl)quinazolin-2-yl]aniline CC1=C(N)C=CC(=C1)C1=NC2=CC=C(C=C2C=N1)C(F)(F)F